BrC=1C=2C=CC=CC2C2=CC=C3C=4C=CC=CC4C(C=C3C21)(C2=CC=CC=C2)C2=CC=CC=C2 11-bromo-13,13-diphenylindeno[1,2-I]phenanthrene